(2S)-3-[3-[[(3-Fluoro-5-methoxy-phenyl)methyl]amino]phenyl]-2-[(3R)-pyrrolidin-3-yl]propanoic acid FC=1C=C(C=C(C1)OC)CNC=1C=C(C=CC1)C[C@H](C(=O)O)[C@@H]1CNCC1